CN(C(CC1CCNCC1)=O)C N,N-dimethyl-2-(4-piperidinyl)acetamide